C(C)C1=C(C=CC(=C1F)F)[C@H]1[C@H](O[C@@]([C@@H]1C)(C(F)(F)F)C)C(=O)NC1=CC(=NC=C1)C(=O)N 4-[[(2S,3S,4R,5S)-3-(2-Ethyl-3,4-difluoro-phenyl)-4,5-dimethyl-5-(trifluoromethyl)tetrahydrofuran-2-carbonyl]amino]pyridin-2-carboxamid